C1(CCCCC1)N([SiH2]N([SiH3])[SiH3])CC N-cyclohexyl-N-ethyl-N',N'-disilyl-silane-diamine